COC(CC(C(=O)C1=C(C=C(C(=C1)C)OCOC)F)C)=O 4-[2-fluoro-4-(methoxymethyloxy)-5-methylphenyl]-3-methyl-4-oxobutanoic acid methyl ester